FC(OC1=CC2=C(N=C(O2)C=2C(=C(C=CC2)C2=CC=CC=C2)C)C=C1CN1[C@@H](COCC1)C(=O)O)F (S)-4-((6-(difluoromethoxy)-2-(2-methyl-[1,1'-biphenyl]-3-yl)benzo[d]oxazol-5-yl)methyl)morpholine-3-carboxylic acid